C(C1=CC=CC=C1)OC(=O)NC1CCC(CC1)C=O 4-(benzyloxycarbonylamino)cyclohexylformaldehyde